(2r,3r)-2-(4-((ethylcarbamoyl) oxy)-3,5-dihydroxyphenyl)-5,7-dihydroxychroman-3-yl 3,4,5-trihydroxybenzoate OC=1C=C(C(=O)O[C@H]2[C@H](OC3=CC(=CC(=C3C2)O)O)C2=CC(=C(C(=C2)O)OC(NCC)=O)O)C=C(C1O)O